COC=1C=C(C=CC1)C1=NN2C(=NC=3C=CC=CC3C2=N1)N[C@@H](C(=O)O)CC (2R)-2-{[2-(3-methoxyphenyl)[1,2,4]triazolo[1,5-c]quinazolin-5-yl]amino}butyric acid